4-chloro-2-(4-(1,4-dimethyl-2-(pyrrolidin-1-ylmethyl)-1H-imidazol-5-yl)phenoxy)benzaldehyde trifluoroacetate FC(C(=O)O)(F)F.ClC1=CC(=C(C=O)C=C1)OC1=CC=C(C=C1)C1=C(N=C(N1C)CN1CCCC1)C